1-((6-bromo-8,9-dihydroimidazo[1',2':1,6]pyrido[2,3-d]pyrimidin-2-yl)amino)-2-methylpropan-2-ol BrC1=CC2=C(N=C(N=C2)NCC(C)(O)C)N2C1=NCC2